2,4-diethylthiophenolate C(C)C1=C(C=CC(=C1)CC)[S-]